CN(CCNC(OC(C)(C)C)=O)CC\C=C\B1OC(C(O1)(C)C)(C)C tert-Butyl N-[2-[methyl-[(E)-4-(4,4,5,5-tetramethyl-1,3,2-dioxaborolan-2-yl)but-3-enyl]amino]-ethyl]carbamate